tert-butyl N-cyclopropyl-N-[1-[2-methyl-7-[[6-methyl-8-[[(3-methyloxetan-3-yl)amino]methyl]imidazo[1,2-a]pyrazin-2-yl]carbamoyl]indazol-4-yl]-4-piperidyl]carbamate C1(CC1)N(C(OC(C)(C)C)=O)C1CCN(CC1)C=1C2=CN(N=C2C(=CC1)C(NC=1N=C2N(C=C(N=C2CNC2(COC2)C)C)C1)=O)C